2,4-dichlorocarbazole ClC1=CC=2NC3=CC=CC=C3C2C(=C1)Cl